4-[[2-(5-Chloro-2-hydroxy-phenyl)acetyl]amino]-N-[3-(methanesulfonamido)-1,1-dimethyl-propyl]pyridine-2-carboxamide barium di(isobutyl)dithiophosphate C(C(C)C)SP(=S)(OCC(C)C)[O-].[Ba+].ClC=1C=CC(=C(C1)CC(=O)NC1=CC(=NC=C1)C(=O)NC(CCNS(=O)(=O)C)(C)C)O